2-chloro-N-(cyanomethyl)-N-cyclopropyl-5-nitrobenzamide ClC1=C(C(=O)N(C2CC2)CC#N)C=C(C=C1)[N+](=O)[O-]